CC(C)=C(C)CCCCCCCCCCCCCC 2-methyl-3-tetradecyl-2-butene